C(C)(C)(C)OC(NC1COC2=C1C=CC(=C2)B2OC(C(O2)(C)C)(C)C)=O N-(6-(4,4,5,5-tetramethyl-1,3,2-dioxaborolan-2-yl)-2,3-dihydrobenzofuran-3-yl)carbamic acid tert-butyl ester